CC=1N=NN(N1)CCCCCCCC[Si](OCC)(OCC)OCC 5-methyl-2-[8-(triethoxysilyl)octyl]-2H-tetrazole